COC(=O)C=1C(N(C2=CC(=CC=C2C1N)C(F)(F)F)C1=CC=C(C=C1)C#C)=O 4-amino-1-(4-ethynylphenyl)-2-oxo-7-(trifluoromethyl)-1,2-dihydroquinoline-3-carboxylic acid methyl ester